C(C)C1=C(C(C2=C(C=CC(=C2C1=O)F)F)=O)CC1=[N+](C=C(C=C1)C(F)(F)F)[O-] 2-((3-ethyl-5,8-difluoro-1,4-dioxo-1,4-dihydronaphthalen-2-yl)methyl)-5-(trifluoromethyl)pyridine 1-oxide